OCC(=O)OO hydroxyperoxyacetic acid